FC=1C=C(C=C(C1)F)C1CC=NN1C(=O)C12CC(C1)(C2)CNC2=CC(=NC=N2)C#N 6-(((3-(5-(3,5-Difluorophenyl)-4,5-dihydro-1H-pyrazole-1-carbonyl)bicyclo[1.1.1]pentan-1-yl)methyl)amino)pyrimidine-4-carbonitrile